C(C)N1C2=NC(=NC(=C2N=C1)NCC=1C=NC(=CC1)C=1OC=CN1)N1[C@@H](COCC1)CCO (R)-2-(4-(9-ethyl-6-(((6-(oxazol-2-yl)pyridin-3-yl)methyl)amino)-9H-purin-2-yl)morpholin-3-yl)ethan-1-ol